1-azido-2-(2-methoxyethoxy)ethane N(=[N+]=[N-])CCOCCOC